COC1=C(C=C(C=C1)NC1=NC=C(C(=N1)NN1C(OC2=C1C=CC=C2C)=O)C)C (2-(4-methoxy-3-methylphenylamino)-5-methylpyrimidin-4-ylamino)-7-methylbenzo[d]oxazol-2(3H)-one